2,2-di(hydroxyphenyl)butane OC1=C(C=CC=C1)C(C)(CC)C1=C(C=CC=C1)O